1-{2-[5-(acetamidomethyl)-1H-1,2,3-triazol-1-yl]acetyl}-4-fluoro-N-{phenyl[4-(propan-2-yl)phenyl]methyl}pyrrolidine-2-carboxamide C(C)(=O)NCC1=CN=NN1CC(=O)N1C(CC(C1)F)C(=O)NC(C1=CC=C(C=C1)C(C)C)C1=CC=CC=C1